(N-[4-Amino-5-[4-[2-[(3-methylisoxazol-5-yl)amino]-2-oxoethoxy]benzoyl]thiazol-2-yl]-4-fluoroanilino)propanamid NC=1N=C(SC1C(C1=CC=C(C=C1)OCC(=O)NC1=CC(=NO1)C)=O)N(C1=CC=C(C=C1)F)C(C(=O)N)C